The molecule is a ketoaldonic acid derivative that is beta-neuraminic acid in which the hydroxy groups at positions 7 and 9 are substituted by an amino group and hydrogen respectively. It is a ketoaldonic acid derivative and an amino sugar. It derives from a beta-neuraminic acid. It is a conjugate base of a legionaminate(1+). C[C@H]([C@H]([C@H]1[C@@H]([C@H](C[C@](O1)(C(=O)O)O)O)N)N)O